COC1=C(C(=O)C2=C(C(=O)O)C=CC(=C2)C)C=CC(=C1)C 2-(2-methoxy-4-methylbenzoyl)-4-methylbenzoic acid